C(#N)N1CCC(CC1)C(=O)OC(C)(C)C tert-butyl 1-cyanopiperidine-4-carboxylate